(S)-3-(5-(2-(2H-1,2,3-triazol-2-yl)acetyl)-2-isopropoxyphenyl)-2-((4-(2-(4-chlorophenoxy)acetyl)piperazin-1-yl)methyl)pyrido[2,3-d]pyrimidin-4(3H)-one N=1N(N=CC1)CC(=O)C=1C=CC(=C(C1)N1C(=NC2=C(C1=O)C=CC=N2)CN2CCN(CC2)C(COC2=CC=C(C=C2)Cl)=O)OC(C)C